NC1=C(C(=CC=C1)F)C=1C(=CC2=C(N(C(N=C2N2[C@H](CN([C@@H](C2)C)CC=C)C)=O)C=2C(=NC=NC2C2CCCCC2)C2CCCCC2)N1)F 7-(2-amino-6-fluorophenyl)-1-(4,6-dicyclohexylpyrimidin-5-yl)-4-[(2S,5R)-2,5-dimethyl-4-prop-2-enylpiperazin-1-yl]-6-fluoropyrido[2,3-d]pyrimidin-2-one